5-[4-(2-ethylsulfanyl-3-pyridyl)-2,6-difluoro-phenyl]hexanoic acid C(C)SC1=NC=CC=C1C1=CC(=C(C(=C1)F)C(CCCC(=O)O)C)F